O1CCC(CC1)C=1SC(=CN1)C(=O)OCC ethyl 2-(oxan-4-yl)-1,3-thiazole-5-carboxylate